(R)-3-((4-(3-aminopiperidin-1-yl)-3-(but-2-yn-1-yl)-2,6-dioxo-3,6-dihydropyrimidin-1(2H)-yl)methyl)-N-(cyclohexylmethyl)benzamide N[C@H]1CN(CCC1)C=1N(C(N(C(C1)=O)CC=1C=C(C(=O)NCC2CCCCC2)C=CC1)=O)CC#CC